CCCC=CCCCCC=CCCC tetradec-4,10-dien